FC=1C(=C(C(=O)OCC)C=C(C1)NC(=O)C1(CC1)C1=CC=C(C=C1)C(F)(F)F)C=1C=NN(C1)C(C)C Ethyl 3-fluoro-2-(1-isopropyl-1H-pyrazol-4-yl)-5-[({1-[4-(trifluoromethyl) phenyl]cyclopropyl}carbonyl) amino]benzoate